BrC1=CC=C(C=C1)C(C(=O)NC1CCCCC1)N(C(CCCN1CC=CC=C1)=O)CCOCCO N-(1-(4-bromophenyl)-2-(cyclohexylamino)-2-oxoethyl)-N-(2-(2-hydroxyethoxy)ethyl)-4-(pyridin-1-yl)butanamide